O=C1NC(CCC1N1C(C2=CC=CC(=C2C1=O)NC(C)C)=O)=O (2,6-dioxopiperidin-3-yl)-4-(isopropylamino)isoindoline-1,3-dione